6-((2-aminothiazol-4-yl)methyl)-4-methyl-2-(thiazol-4-ylmethyl)-4H-thiazolo[5',4':4,5]pyrrolo[2,3-d]pyridazin-5(6H)-one NC=1SC=C(N1)CN1N=CC2=C(C1=O)N(C1=C2SC(=N1)CC=1N=CSC1)C